7-cyclopropyl-6-[(1-naphthyl)methyl]-1-oxo-4-oxo-1-thia-3a-aza-3-indanecarboxylic acid C1(CC1)C=1C(=CC(N2C(CS(C12)=O)C(=O)O)=O)CC1=CC=CC2=CC=CC=C12